3-(6-fluoro-1-oxo-5-(6-(trifluoromethyl)-2-azaspiro[3.3]heptane-2-carbonyl)isoindolin-2-yl)piperidine-2,6-dione FC1=C(C=C2CN(C(C2=C1)=O)C1C(NC(CC1)=O)=O)C(=O)N1CC2(C1)CC(C2)C(F)(F)F